tert-butyl (S)-(1-cyclopropyl-2-oxobut-3-yn-1-yl)carbamate C1(CC1)[C@@H](C(C#C)=O)NC(OC(C)(C)C)=O